CC1=C(C=C(C=C1)NC(=O)C1=CC(=NC=C1)C(F)(F)F)C1=CC(=NC(=C1)N1CCOCC1)C#C[C@@H]1N(CCC1)C(=O)OC(C)(C)C tert-butyl (2R)-2-[2-(4-{2-methyl-5-[2-(trifluoromethyl)pyridine-4-amido]phenyl}-6-(morpholin-4-yl)pyridin-2-yl)ethynyl]pyrrolidine-1-carboxylate